tert-Butyl (3-chloro-8-hydroxy-5,6,7,8-tetrahydroquinolin-5-yl)carbamate ClC=1C=NC=2C(CCC(C2C1)NC(OC(C)(C)C)=O)O